COC1=C(C2=C(C=N1)C=NN2C([2H])([2H])[2H])N(S(=O)(=O)C=2C=NC(=CC2)N2N=CC(=C2)C(F)(F)F)C N-(6-methoxy-1-(methyl-d3)-1H-pyrazolo[4,3-c]pyridin-7-yl)-N-methyl-6-(4-(trifluoromethyl)-1H-pyrazol-1-yl)pyridine-3-sulfonamide